FC1(C[C@@H](OC1)CNC(=O)C1=C(C2=C(CCC3=CN(N=C23)C[C@@H]2OCCOC2)O1)C(F)(F)F)F N-{[(2R)-4,4-Difluorooxolan-2-yl]methyl}-2-{[(2S)-1,4-dioxan-2-yl]methyl}-8-(trifluoromethyl)-4,5-dihydro-2H-furo[2,3-g]indazol-7-carboxamid